CC1=C(OCC(=O)OCC)C=CC(=C1)SC\C=C(\C1=CC=C(C=C1)C#CC1=CC=CC=C1)/C1=CC=CC=C1 ethyl (E)-[2-Methyl-4-[3-phenyl-3-[4-(phenylethynyl)phenyl]allylsulfanyl]phenoxy]acetate